OC=1C(NC=NC1CC(CO)C1=CC=C(C=C1)C#CC=1C=NN(C1)C1COC1)=O 5-hydroxy-6-(3-hydroxy-2-(4-((1-(oxetan-3-yl)-1H-pyrazol-4-yl)ethynyl)phenyl)propyl)pyrimidin-4(3H)-one